chroman compound with aziridine N1CC1.O1CCCC2=CC=CC=C12